3-AMINOISONICOTINIC ACID NC1=C(C(=O)O)C=CN=C1